C(C)(C)(C)OC([C@@H](N)CCOC(C)C)=O O-isopropylhomoserine tert-butyl ester